ethyl 1-(4-methoxybenzyl)-1,6-dihydropyrrolo[2,3-c]pyrazole-5-carboxylate COC1=CC=C(CN2N=CC3=C2NC(=C3)C(=O)OCC)C=C1